4-(2-Ethyl-3-(methylamino)pyrazolo[1,5-a]pyridin-5-yl-7-d)piperazine-1-carboxylic acid tert-butyl ester C(C)(C)(C)OC(=O)N1CCN(CC1)C1=CC=2N(C(=C1)[2H])N=C(C2NC)CC